ClC1=CC=C(C=C1)C1=CC(=CC=C1)N1C2=CC=CC=C2C=2C=CC=CC12 9-(4'-chlorobiphenyl-3-yl)-carbazole